C1(=CC=CC=C1)N1CC(OCC1)=O 4-phenyl-2-morpholone